CC1=C(C(=O)P(C2=CC=CC=C2)=O)C(=CC(=C1)C)C (2,4,6-trimethylbenzoyl)phenylphosphine oxide